4,10-bis(3-bromopropyl)-6,6,8,8-tetramethyl-3,5,7,9,11-pentaoxa-6,8-disilatridecane BrCCCC(OCC)O[Si](O[Si](OC(OCC)CCCBr)(C)C)(C)C